C(C1=CC=CC=C1)N1CC2=C(N=C(N=C2)Cl)CC1 6-benzyl-2-chloro-7,8-dihydro-5H-pyrido[4,3-d]Pyrimidine